4-({2-[(2-amino-1H-benzo[d]imidazol-6-yl)amino]quinazolin-8-yl}oxy)cyclohexanol NC1=NC2=C(N1)C=C(C=C2)NC2=NC1=C(C=CC=C1C=N2)OC2CCC(CC2)O